CC1=C(NC2=CC=C(C=C12)CC(=O)OCC)C1CCOCC1 ethyl 2-(3-methyl-2-(tetrahydro-2H-pyran-4-yl)-1H-indol-5-yl)acetate